O=C1N(C=CC2=CC=CC(=C12)NC=1C=C2C(=NC1)N(N=C2)C2OCCCC2)CC(=O)O 2-[1-oxo-8-[(1-tetrahydropyran-2-ylpyrazolo[3,4-b]pyridin-5-yl)amino]-2-isoquinolyl]acetic acid